1,1-bis(3-(2-methoxyethoxy)benzyl)thiourea COCCOC=1C=C(CN(C(=S)N)CC2=CC(=CC=C2)OCCOC)C=CC1